FC(OC=1C=C(C=CC1)N1C(C(C=2C1=NC=C(C2)C(=O)NC2(C=NS(C=C2)(=O)=O)C)(C)C)=O)F 1-[3-(difluoromethoxy)phenyl]-3,3-dimethyl-N-(4-methyl-1,1-dioxo-thiazin-4-yl)-2-oxo-pyrrolo[2,3-b]pyridine-5-carboxamide